(4-((5-chloro-3-fluoropyridin-2-yl)oxy)phenyl)boronic acid ClC=1C=C(C(=NC1)OC1=CC=C(C=C1)B(O)O)F